C1(CCCCC1)CNC N-(cyclohexylmethyl)methylamine